C[Si]1(O[Si](O[Si](O[Si](O1)(CCC)C)(CCC1CC2OC2CC1)C)(CCC)C)CCC1CC2OC2CC1 2,4,6,8-tetramethyl-2,6-bis[2-(7-oxabicyclo[4.1.0]heptan-3-yl)ethyl]-4,8-dipropylcyclotetrasiloxane